FC[C@H](CNC(=O)C=1C(N(N=C(C1)C1=CC=C(C=C1)C(F)(F)F)C=1C=NN(C1)C)=O)O N-[(2S)-3-Fluoro-2-hydroxypropyl]-2-(1-methyl-1H-pyrazol-4-yl)-3-oxo-6-[4-(trifluoromethyl)phenyl]-2,3-dihydropyridazine-4-carboxamide